FC1=CC=C(C=C1)C1SCC(N1C1=C(C=C(OCC(=O)OC(C)C)C=C1)C)=O Propan-2-yl {4-[2-(4-fluorophenyl)-4-oxo-1,3-thiazolidin-3-yl]-3-methylphenoxy}acetate